1-(2-(4-(furan-2-ylmethyl)piperazin-1-yl)-5-methoxypyrimidin-4-yl)-3-methoxybenzene-1,4-diamine O1C(=CC=C1)CN1CCN(CC1)C1=NC=C(C(=N1)C1(CC(=C(C=C1)N)OC)N)OC